C(CCCCC)C(C(=O)OC1COCC1OC(C(CCCCCCCC)CCCCCC)=O)CCCCCCCC tetrahydrofuran-3,4-diyl bis(2-hexyldecanoate)